8-(4-fluorophenyl)-5,6-dihydrotetrazolo[1,5-a]pyrazine FC1=CC=C(C=C1)C=1C=2N(CCN1)N=NN2